FCC1CN(C1)CCOC1=CC=C(C=C1)C(=O)C1=C(C=NC2=CC(=CC=C12)O)C1=C(C(=CC=C1)C)F (4-{2-[3-(Fluoromethyl)azetidin-1-yl]ethoxy}phenyl)[3-(2-fluoro-3-methylphenyl)-7-hydroxyquinolin-4-yl]methanone